C1(CC1)C=1C=CC(N(C1)CC1=NC=C(C=C1)C=1OC(=NN1)C(F)F)=O 5-cyclopropyl-1-[[5-[5-(difluoromethyl)-1,3,4-oxadiazol-2-yl]-2-pyridinyl]methyl]pyridin-2-one